5-(Benzyloxy)-1-(4-Chlorobenzyl)-2-(3-fluorophenyl)-1H-Benzo[d]imidazole C(C1=CC=CC=C1)OC1=CC2=C(N(C(=N2)C2=CC(=CC=C2)F)CC2=CC=C(C=C2)Cl)C=C1